4-Ethyl-6-[[(3R)-1-ethyl-3-piperidyl]amino]-2-[(4-methoxyphenyl)methyl]-1,2,4-triazine-3,5-dione C(C)N1C(N(N=C(C1=O)N[C@H]1CN(CCC1)CC)CC1=CC=C(C=C1)OC)=O